CCCCC/C=C\\CC(=O)/C=C/C=C/C=C\\[C@H](CCCC(=O)[O-])O The molecule is an icosanoid anion that is the conjugate base of 12-dehydro-leukotriene B4, obtained by deprotonation of the carboxy group; major species at pH 7.3. It is a conjugate base of a 12-dehydro-leukotriene B4.